C1(=CC=C(C=C1)NC(=O)N1C2CCC1CC=1C(=NC=CC12)F)C1=CC=CC=C1 N-([1,1'-biphenyl]-4-yl)-1-fluoro-6,7,8,9-tetrahydro-5H-5,8-epiminocyclohepta[c]pyridine-10-carboxamide